C(C)(C)(C)OC(=O)NC(C(=O)ON1OCCO1)(C)C 2,5-dioxapyrrolidin-1-yl 2-((t-butoxycarbonyl) amino)-2-methylpropionate